2-(3-cyclopropyl-5-(4-fluoro-2,6-dimethylphenoxy)phenyl)-4,4,5,5-tetramethyl-1,3,2-dioxaborolane C1(CC1)C=1C=C(C=C(C1)OC1=C(C=C(C=C1C)F)C)B1OC(C(O1)(C)C)(C)C